C(C)(C)N[C@@H](CC1=CNC=N1)C(=O)O isopropylhistidine